N,N-dimethyl-3-(5'-(methylsulfonyl)spiro[cyclohexane-1,3'-indoline]-1'-carbonyl)benzenesulfonamide CN(S(=O)(=O)C1=CC(=CC=C1)C(=O)N1CC2(C3=CC(=CC=C13)S(=O)(=O)C)CCCCC2)C